4-((2-(isopropylsulfonyl)ethyl)amino)-2-((8-(1-methyl-1H-pyrazol-5-yl)-2,3-dihydrobenzo[b][1,4]dioxin-5-yl)amino)-7H-pyrrolo[2,3-d]pyrimidine-5-carbonitrile C(C)(C)S(=O)(=O)CCNC=1C2=C(N=C(N1)NC1=CC=C(C=3OCCOC31)C3=CC=NN3C)NC=C2C#N